methyl 6-ethyl-7-oxo-7,8-dihydro-1,8-naphthyridine-2-carboxylate C(C)C1=CC=2C=CC(=NC2NC1=O)C(=O)OC